C(C)N1C[C@@H](OC2(C1)CCN(CC2)C(=O)OC(C)(C)C)C (S)-tert-butyl 4-ethyl-2-methyl-1-oxa-4,9-diazaspiro[5.5]undecane-9-carboxylate